Methyl 4-{[2-chloro-4-(pentylamino)-5H-pyrrolo[3,2-d]pyrimidin-5-yl]methyl}-3-methoxybenzoate ClC=1N=C(C2=C(N1)C=CN2CC2=C(C=C(C(=O)OC)C=C2)OC)NCCCCC